C(CCCCC(C)C)OC(C=C)=O.C(C=C)(=O)O acrylic acid isooctyl-acrylate